[Na+].P(=O)(OCCCCCCCCCCCCCC)([O-])O mono-tetradecyl phosphate monosodium